C(C)(CC)N1N=CC=2NC(NC(C21)=O)=O 1-sec-butyl-1,4-dihydropyrazolo[4,3-d]pyrimidine-5,7-dione